bis(3-aminophenylsulfonyl)-ethylenediamine NC=1C=C(C=CC1)S(=O)(=O)NCCNS(=O)(=O)C1=CC(=CC=C1)N